(S)-2-amino-3-(5-iodo-1H-indol-3-yl)propanoic acid N[C@H](C(=O)O)CC1=CNC2=CC=C(C=C12)I